4-(4,6-bis(((R)-1,1,1-trifluoropropan-2-yl)amino)-1,3,5-triazin-2-yl)-2-methylbutane-3-yn-2-ol FC([C@@H](C)NC1=NC(=NC(=N1)N[C@@H](C(F)(F)F)C)C#CC(C)(O)C)(F)F